C(CCC)NC(OC(COC(NCCCC)=O)C1OC(C(=C1O)O)=O)=O 1-1-(3,4-dihydroxy-5-oxo-2,5-dihydrofuran-2-yl)ethane-1,2-diyl bis(butylcarbamate)